3-amino-6-bromopyridin-2(1H)-one NC=1C(NC(=CC1)Br)=O